benzothiopyran-7-carboxylic acid S1CC=CC2=C1C=C(C=C2)C(=O)O